trans-4-((3-(1-Cyclopropyl-1H-pyrazol-4-yl)phenyl)((trans-4-(6-(dimethylamino)pyridin-3-yl)cyclohexyl)methyl)carbamoyl)cyclohexyl 3-hydroxyazetidine-1-carboxylate OC1CN(C1)C(=O)O[C@@H]1CC[C@H](CC1)C(N(C[C@@H]1CC[C@H](CC1)C=1C=NC(=CC1)N(C)C)C1=CC(=CC=C1)C=1C=NN(C1)C1CC1)=O